OCCNC(O[C@@H]1CC[C@H](CC1)C(N(C[C@@H]1CC[C@H](CC1)C1=CC(=C(C=C1)OC)C)C1=CC(=CC=C1)C=1N=C(OC1)C(C)C)=O)=O trans-4-((3-(2-Isopropyloxazol-4-yl)phenyl)((trans-4-(4-methoxy-3-methylphenyl)cyclohexyl)methyl)carbamoyl)-cyclohexyl (2-hydroxyethyl)carbamate